C(C)OC(=O)C=1N=C2N(C=C(C=C2)C2CCN(CC2)C(C)=O)C1 6-(1-Acetylpiperidin-4-yl)imidazo[1,2-a]pyridine-2-carboxylic acid ethyl ester